methyl-L-ornithine CN[C@@H](CCCN)C(=O)O